O[C@H]1C[C@@H]([C@@H]2[C@H]1OC(O2)(C)C)C=2CCN(CC2)C(=O)OC(C)(C)C Tert-butyl 4-((3aR,4R,6S,6aS)-6-hydroxy-2,2-dimethyltetrahydro-4H-cyclopenta[d][1,3]dioxol-4-yl)-3,6-dihydropyridine-1(2H)-carboxylate